N-Bromosuccinamide BrNC(CCC(=O)N)=O